2-[[(3R)-1-Ethyl-3-piperidyl]amino]-5-[2-hydroxy-6-methyl-4-(trifluoromethyl)phenyl]-oxazolo[4,5-b]pyridine-7-carbonitrile C(C)N1C[C@@H](CCC1)NC=1OC=2C(=NC(=CC2C#N)C2=C(C=C(C=C2C)C(F)(F)F)O)N1